4-(1-carbamimidoyl-1,2,3,6-tetrahydropyridin-4-yl)-N-[4-(1-carbamimidoyl-1,2,3,6-tetrahydropyridin-4-yl)-3-fluorophenyl]-1-methyl-1H-pyrrole-2-carboxamide C(N)(=N)N1CCC(=CC1)C=1C=C(N(C1)C)C(=O)NC1=CC(=C(C=C1)C=1CCN(CC1)C(N)=N)F